C1(CCCC1)C1=CC=2C(=NC=CC2C=2C=C3C(=NNC3=C(C2)C#CC(C)(C)C)N)N1 5-(2-Cyclopentyl-1H-pyrrolo[2,3-b]pyridin-4-yl)-7-(3,3-dimethylbut-1-yn-1-yl)-1H-indazol-3-amine